ClC1=NC=C(C=N1)NC1=NC=CC2=CC(=CC=C12)OCC1(CC(C1)C#N)F (1s,3s)-3-(((1-((2-chloropyrimidin-5-yl)amino)isoquinolin-6-yl)oxy)methyl)-3-fluorocyclobutane-1-carbonitrile